FC(C(=O)O)(F)F.C(#N)CC(N1N=CC(=C1)C=1C2=C(N=CN1)NC=C2)C=2C=C(C(=O)NC1=CC3=CC=CC=C3C=C1)C=CC2 3-{2-cyano-1-[4-(7H-pyrrolo-[2,3-d]pyrimidin-4-yl)-1H-pyrazol-1-yl]ethyl}-N-2-naphthylbenzamide trifluoro-acetate